C1NCC12CCC(CC2)N2C(=NC1=C3CC[C@@H](NC3=CC=C12)C)CCN1N=CC=C1 (7S)-3-{2-Azaspiro[3.5]nonan-7-yl}-7-methyl-2-[2-(1H-pyrazol-1-yl)ethyl]-3H,6H,7H,8H,9H-imidazo[4,5-f]chinolin